(2R,3R,4S,5R)-2-(2-chloro-6-spiro[indene-2,4'-piperidin]-1'-ylpurine-9-yl)-5-(hydroxymethyl)tetrahydrofuran-3,4-diol ClC1=NC(=C2N=CN(C2=N1)[C@@H]1O[C@@H]([C@H]([C@H]1O)O)CO)N1CCC2(CC1)C=C1C=CC=CC1=C2